[2-(dimethylamino)ethyl]-N-methylnicotinamide CN(CCC1=C(C(=O)NC)C=CC=N1)C